(R)-2-chloro-N-(2-(difluoromethyl)-6-(((S)-1-methylpyrrolidin-3-yl)oxy)pyridin-4-yl)-8-methyl-8-(trifluoromethyl)-7,8-dihydro-6H-pyrazolo[1,5-a]pyrrolo[2,3-e]pyridine-6-carboxamide ClC1=NN2C(C=CC3=C2[C@@](CN3C(=O)NC3=CC(=NC(=C3)O[C@@H]3CN(CC3)C)C(F)F)(C(F)(F)F)C)=C1